N2-(4-(4-(azetidin-1-yl)piperidin-1-yl)-3-methoxyphenyl)-N4-(3-methoxyphenyl)-5-methylthieno[2,3-d]pyrimidine-2,4-diamine N1(CCC1)C1CCN(CC1)C1=C(C=C(C=C1)NC=1N=C(C2=C(N1)SC=C2C)NC2=CC(=CC=C2)OC)OC